O=O oxy ether